ClC1=NC=C(C(=C1)C1=C(C=NC(=C1)C)C(=O)NC=1SC=2C(=NC=C(C2)N2CCC(CC2)CO)N1)OC 2'-chloro-N-(6-(4-(hydroxymethyl)piperidin-1-yl)thiazolo[4,5-b]pyridin-2-yl)-5'-methoxy-6-methyl-[4,4'-bipyridine]-3-carboxamide